N-[3-(5-chloro-1,3-benzoxazol-2-yl)-3-azaspiro[5.5]undecan-9-yl]-5-ethylsulfinyl-furan-2-carboxamide ClC=1C=CC2=C(N=C(O2)N2CCC3(CC2)CCC(CC3)NC(=O)C=3OC(=CC3)S(=O)CC)C1